C(C)(C)(C)OC(=O)N1C[C@@H](CCC1)N(C1=NC=CC2=C1C=C(S2)C#CCCC(=O)O)C(C2=C(C=C(C=C2)C=2SC(=NN2)C)F)=O 5-[4-[[(3R)-1-tert-butoxycarbonyl-3-piperidyl]-[2-fluoro-4-(5-methyl-1,3,4-thiadiazol-2-yl)benzoyl]amino]thieno[3,2-c]pyridin-2-yl]pent-4-ynoic acid